COC1CCN(CC1)[C@H]1[C@@H](CCC1)OC=1C=C2CN(C(C2=CC1)=O)C1C(NC(CC1)=O)=O 3-(5-(((1R,2R)-2-(4-methoxypiperidin-1-yl)cyclopentyl)oxy)-1-oxoisoindolin-2-yl)piperidine-2,6-dione